5-[5-(6-methoxynaphthalen-2-yl)-2H-pyrazol-3-yl]-1-oxo-3H-isoindol-2-ylpiperidine-2,6-dione COC=1C=C2C=CC(=CC2=CC1)C=1C=C(NN1)C=1C=C2CN(C(C2=CC1)=O)N1C(CCCC1=O)=O